S1C(=CC=C1C1=C(N=C(O1)CC)C1=C(C=C(C=C1)Cl)Cl)C=1SC=CC1 ([2,2'-bithiophene]-5-yl)-4-(2,4-dichlorophenyl)-2-ethyloxazole